BrC1=CC(=C(NCCCC(=O)OCC)C=C1C(F)(F)F)[N+](=O)[O-] ethyl 4-[4-bromo-2-nitro-5-(trifluoromethyl)anilino]butanoate